[N+](=O)([O-])[O-].C(CCCCCCCCCCCC)[NH2+]CCCCCCCCCCCCC Ditridecylammonium nitrate